COC1=C(C=CC2=C1C=C(O2)B(O)O)OCOC (4-methoxy-5-(methoxymethyloxy)benzofuran-2-yl)boronic acid